NC1=CC=C(C=C1)C1=CN(C=2N=CN=C(C21)N)C 5-(4-aminophenyl)-7-methyl-7H-pyrrolo[2,3-d]pyrimidin-4-amine